O=S1(CCN(CC1)C1=CC=C(N)C=C1)=O p-(1,1-dioxo-1λ6,4-thiazinan-4-yl)aniline